C(#N)C=1C=C2C(=NC1)N(N=C2)C2=NC=C(C(=O)N(C)OC)C(=C2)N[C@H](C)C#N (R)-6-(5-cyano-1H-pyrazolo[3,4-b]pyridin-1-yl)-4-((1-cyanoethyl)amino)-N-methoxy-N-methylnicotinamide